N-((3-chloro-4-fluorophenyl)(4-(methylsulfonyl)-1H-imidazol-2-yl)methyl)-5-fluoropyridin ClC=1C=C(C=CC1F)C(N1CC=CC(=C1)F)C=1NC=C(N1)S(=O)(=O)C